[Cl-].[Cl-].C[SiH](C)[Zr+](C1C=CC2=CC=CC=C12)C1C=CC2=CC=CC=C12.C[SiH](C)[Zr+](C1C=CC2=CC=CC=C12)C1C=CC2=CC=CC=C12 dimethylsilyl-bis-(1-indenyl)-zirconium(IV) dichloride